R-4-(2-formyl-pyrrolidinyl)-2-trifluoromethyl-benzonitrile C(=O)[C@@H]1N(CCC1)C1=CC(=C(C#N)C=C1)C(F)(F)F